C1(CC1)[C@H]1CN(CC1)C(=O)NC1=C(C=C(C(=C1)C1=CC(=NC(=C1)N1CCOCC1)OCCO)C)F (3S)-3-cyclopropyl-N-[2-fluoro-5-[2-(2-hydroxyethoxy)-6-(morpholin-4-yl)pyridin-4-yl]-4-methylphenyl]pyrrolidine-1-carboxamide